COC(C1CCN(CC1)C1=CC=C(C=N1)C1=CCCCC=2C=3C(=NN(C3C=CC21)C2OCCCC2)F)OC 6-(6-(4-(dimethoxymethyl)piperidin-1-yl)pyridin-3-yl)-1-fluoro-3-(tetrahydro-2H-pyran-2-yl)-3,8,9,10-tetrahydrocyclohepta[e]indazole